N-(3-(N-((4'-(Dimethylamino)-[1,1'-biphenyl]-4-yl)methyl)cyclohexanecarboxamido)phenyl)oxazole-2-carboxamide CN(C1=CC=C(C=C1)C1=CC=C(C=C1)CN(C(=O)C1CCCCC1)C=1C=C(C=CC1)NC(=O)C=1OC=CN1)C